(2S,4r)-1-[(2S)-2-(4-cyclopropyl-triazol-1-yl)-3,3-dimethyl-butyryl]-N-[[3,5-dimethyl-1-(o-tolyl)pyrazol-4-yl]methyl]-4-hydroxy-pyrrolidine-2-carboxamide C1(CC1)C=1N=NN(C1)[C@H](C(=O)N1[C@@H](C[C@H](C1)O)C(=O)NCC=1C(=NN(C1C)C1=C(C=CC=C1)C)C)C(C)(C)C